FC1=CC=C(C=C1)S(=O)(=O)N[C@@H]1C[C@H](C1)C1=CB(OC=2C1=C1C(=NC2)NC=C1)O 4-fluoro-N-(trans-3-(7-hydroxy-3,7-dihydro-[1,2]oxaborinino[5,6-d]pyrrolo[2,3-b]pyridin-9-yl)cyclobutyl)benzenesulfonamide